[N-]=C=O.[N-]=C=O.N(=C=O)C1CCCCC1 isocyanato-cyclohexane diisocyanate